N-(4-(4-amino-5-(3-(2-methoxyethoxy)-4-((6-methylpyridin-2-yl)oxy)phenyl)-7-methyl-7H-pyrrolo[2,3-d]pyrimidin-6-yl)phenyl)methacrylamide NC=1C2=C(N=CN1)N(C(=C2C2=CC(=C(C=C2)OC2=NC(=CC=C2)C)OCCOC)C2=CC=C(C=C2)NC(C(=C)C)=O)C